2-(3-chloro-2-fluorophenyl)propan-2-ol ClC=1C(=C(C=CC1)C(C)(C)O)F